(R)-4-(3-hydroxyoxetan-3-yl)-N-(3-(1-(4-methyl-4H-1,2,4-triazol-3-yl)propan-2-yl)phenyl)-6-(trifluoromethyl)picolinamide OC1(COC1)C1=CC(=NC(=C1)C(F)(F)F)C(=O)NC1=CC(=CC=C1)[C@@H](CC1=NN=CN1C)C